4-((2-methyl-5,6,7,8-tetrahydroquinazolin-4-yl)amino)-N-(4-((4-methylpiperazin-1-yl)methyl)phenyl)-1H-pyrazole-3-carboxamide CC1=NC=2CCCCC2C(=N1)NC=1C(=NNC1)C(=O)NC1=CC=C(C=C1)CN1CCN(CC1)C